3,4,5-trimethoxybenzylaminopyrimidine COC=1C=C(CNC2=NC=CC=N2)C=C(C1OC)OC